4-(9-carbazolyl)-3-methylbenzonitrile C1=CC=CC=2C3=CC=CC=C3N(C12)C1=C(C=C(C#N)C=C1)C